CC=1N=NN(N1)C1=CC=C2C=CN=C(C2=C1)NCCC(=O)O 3-[[7-(5-methyltetrazol-2-yl)-1-isoquinolyl]amino]-propanoic acid